C(C)(C)(C)C1=C(C=C(C(=C1)SC1=CC(=C(C=C1C)O)C(C)(C)C)C)OP(OC1=C(C=C(C(=C1)C)SC1=CC(=C(C=C1C)O)C(C)(C)C)C(C)(C)C)OC1=C(C=C(C(=C1)C)SC1=CC(=C(C=C1C)O)C(C)(C)C)C(C)(C)C tris[2-tert-butyl-4-(3-tert-butyl-4-hydroxy-6-methylphenylthio)-5-methyl phenyl]phosphite